COC1=CC=C(C=C1)C(OC[C@@H]1[C@H](C[C@@H](O1)N1CNCC(=C1)F)O[Si](C)(C)C(C)(C)C)(C1=CC=CC=C1)C1=CC=C(C=C1)OC 1-[(2R,4S,5R)-5-{[bis(4-methoxyphenyl)(phenyl)methoxy]methyl}-4-[(tert-butyldimethylsilyl)oxy]oxolan-2-yl]-5-fluoro-3H-pyrimidine